4-(N-bocmethylamino)benzoic acid C(=O)(OC(C)(C)C)CNC1=CC=C(C(=O)O)C=C1